methyl 2-bromo-4-iodo-5-[(4-oxocyclohexanecarbonyl)amino]benzoate BrC1=C(C(=O)OC)C=C(C(=C1)I)NC(=O)C1CCC(CC1)=O